bis[1,3-bis(2,4,6-trimethylphenyl)-2-imidazolidinylidene]dichloro(benzylidene)ruthenium(II) CC1=C(C(=CC(=C1)C)C)N1C(N(CC1)C1=C(C=C(C=C1C)C)C)=[Ru-6](=CC1=CC=CC=C1)(Cl)(Cl)=C1N(CCN1C1=C(C=C(C=C1C)C)C)C1=C(C=C(C=C1C)C)C